FC1=CC=CC(=N1)NC1=NC=C(C(=O)NOC)C(=C1)NC1=C(C=C(C=C1)C)NS(=O)(=O)C 6-((6-fluoropyridin-2-yl)amino)-N-methoxy-4-((4-methyl-2-(N-methylsulfonylamino)phenyl)amino)nicotinamide